FC(F)(F)C1=NCCC2=CC=CC=C12 (trifluoromethyl)-3,4-dihydroisoquinoline